2-((2S,3S)-3-phenyl-1,4-dioxaspiro[4.4]nonan-2-yl)ethyl sulfamate S(N)(OCC[C@@H]1OC2(O[C@H]1C1=CC=CC=C1)CCCC2)(=O)=O